BrC1=C2CCCN(C2=CC=C1)C1=NC2=NN=CN2C2=CC=CN=C12 8-(5-bromo-3,4-dihydro-2H-quinolin-1-yl)-2,4,5,7,10-pentazatricyclo[7.4.0.02,6]trideca-1(13),3,5,7,9,11-hexaene